FC1(C(C1C(NC=1C(=NC(=CC1)C1=C(C(=NO1)C)CNC1=NC=CC(=N1)C1=NC=CN=C1)C)=O)C(=O)O)F 2,2-difluoro-3-((2-methyl-6-(3-methyl-4-(((4-(pyrazin-2-yl)pyrimidin-2-yl)amino)methyl)isoxazol-5-yl)pyridin-3-yl)carbamoyl)cyclopropane-1-carboxylic acid